N1=CNC2=C1C=CC(=C2)CC(=O)N benzimidazole-5-carboxyamide